radon urethane NC(=O)OCC.[Rn]